IC1=C(NC2=CC=CC=C2C1=O)C1=CC=CC=C1 3-iodo-2-phenylquinolin-4(1H)-one